C(C)(C)(C)OC(=O)C1=NC(=CC=C1N[C@H](C)C1=CC(=CC=2C(C(=C(OC21)C21CC(C2)(C1)C(F)(F)F)C)=O)C)Cl 6-chloro-3-[[(1R)-1-[3,6-dimethyl-4-oxo-2-[3-(trifluoromethyl)-1-bicyclo[1.1.1]pentyl]benzopyran-8-yl]ethyl]amino]pyridine-2-carboxylic acid tert-butyl ester